BrC1=CC=C2C(=N1)C(=NN2C)OCC=2C=C(C(=O)OC(C)(C)C)C=CC2 tertbutyl 3-(((5-bromo-1-methyl-1H-pyrazolo[4,3-b]pyridin-3-yl)oxy)methyl)benzoate